ClC1=CC=C(C=C1)[C@@H]1N(C(CC2=CC(=C(C=C12)OC(C)C)OC)=O)C1=CC=C(N(C)CC2CCN(CC2)C(=O)OC(C)(C)C)C=C1 tert-butyl 4-[[4-[(1S)-1-(4-chlorophenyl)-7-isopropoxy-6-methoxy-3-oxo-1,4-dihydroisoquinolin-2-yl]-N-methylanilino]methyl]piperidine-1-carboxylate